3-(9-methyl-6-(4-(trifluoromethoxy)phenyl)-9H-purin-2-yl)azetidine-3-carbonitrile CN1C2=NC(=NC(=C2N=C1)C1=CC=C(C=C1)OC(F)(F)F)C1(CNC1)C#N